5-(2-fluoro-6-hydroxy-3-(1-(3-methoxybenzyl)-1H-pyrazol-4-yl)phenyl)-1,2,5-thiadiazolidin-3-one 1,1-dioxide FC1=C(C(=CC=C1C=1C=NN(C1)CC1=CC(=CC=C1)OC)O)N1CC(NS1(=O)=O)=O